(3Z)-6-(hexyloxymethoxy)-3-hexenylmagnesium chloride C(CCCCC)OCOCC\C=C/CC[Mg]Cl